FC1(CCC(CC1)N(C(OC(C)(C)C)=O)C1=NC(=NC(=C1)C=1COCCC1)N1N=C(C=C1C)C)F tert-butyl (4,4-difluorocyclohexyl)(6-(5,6-dihydro-2H-pyran-3-yl)-2-(3,5-dimethyl-1H-pyrazol-1-yl)pyrimidin-4-yl)carbamate